FC1(C=2C=NC3=C(C2CNC12CC2)C=C(C=C3F)B3OC(C(O3)(C)C)(C)C)F 4,4,7-trifluoro-9-(4,4,5,5-tetramethyl-1,3,2-dioxaborolan-2-yl)-1,4-dihydro-2H-spiro[benzo[c][2,6]naphthyridine-3,1'-cyclopropane]